C(C1=C(C(=CC2=CC=CC=C12)C(=O)O)O)C1=C(C(=CC2=CC=CC=C12)C(=O)O)O.C1(=CC=CC=C1)[C@@H]1NC(OC1(C)C)=O (S)-4-phenyl-5,5-dimethyl-oxazolidinone 1,1'-methylene-bis-(2-hydroxy-3-naphthoate)